Undecyl 3-bromopropionate BrCCC(=O)OCCCCCCCCCCC